3-bromo-4-(methoxymethoxy)aniline BrC=1C=C(N)C=CC1OCOC